FC1=CC=C(C=C1)N1N=C(C(=C1)C1=CC=C(C=C1)F)[C@H]1OCC(N1CCC1=CC2=C(NC(N2)=O)C=C1)=O (2R)-2-(1,4-bis(4-fluorophenyl)-1H-pyrazol-3-yl)-3-(2-(2-oxo-2,3-dihydro-1H-benzo[d]imidazol-5-yl)ethyl)oxazolidin-4-one